6-amino-5-bromopyridine-3-sulfonate NC1=C(C=C(C=N1)S(=O)(=O)[O-])Br